C(C)(=O)[O-].[NH4+].ClC=1C(=C(C=CC1F)NCC1COC2=CC=CC=C2C1)F (3-chloro-2,4-difluorophenyl)(chroman-3-yl)methylamine ammonium acetate